methyl 8-(trifluoromethyl)-5,6-dihydrobenzo[f]imidazo[1,5-d][1,4]oxazepine-10-carboxylate FC(C1=CC(=CC=2C=3N(CCOC21)C=NC3)C(=O)OC)(F)F